C(CCCCC)P(C1=CSC=C1P(CCCCCC)CCCCCC)CCCCCC 3,4-di(di-n-hexylphosphino)-thiophene